ClC=1C(=C(C=CC1)N1C=CC=2C=3C1=NC=NC3C=CC2NC(\C=C\CNC2CCC2)=O)F (E)-N-(4-(3-chloro-2-fluorophenyl)-4H-pyrido[2,3,4-de]quinazolin-7-yl)-4-(cyclobutylamino)but-2-enamide